Methyl (Z)-1-(4-hydroxybut-2-en-1-yl)-1H-imidazole-4-carboxylate OC\C=C/CN1C=NC(=C1)C(=O)OC